tert-butyl 6-(4-hydroxy-3-methyl-phenyl)-3-methyl-3,4-dihydro-2H-pyridine-1-carboxylate OC1=C(C=C(C=C1)C1=CCC(CN1C(=O)OC(C)(C)C)C)C